bis-(2,2,6,6-tetramethyl-4-piperidyl) suberate C(CCCCCCC(=O)OC1CC(NC(C1)(C)C)(C)C)(=O)OC1CC(NC(C1)(C)C)(C)C